NC(C(O)C=1OC2=C(C1)C=CC=C2)C 2-amino-1-(benzofuran-2-yl)propan-1-ol